C(C)N1C(C=2SC=3C(=NSC3C(=O)O)SC2C1=O)=O 6-Ethyl-5,7-dioxo-6,7-dihydro-5H-pyrrolo[3',4':5,6][1,4]dithiino[2,3-c][1,2]thiazole-3-carboxylic acid